5-Bromo-2-methylpyrazol-3-amin BrC=1C=C(N(N1)C)N